C(C)OC1=NC(=NC(=C1C#N)C1=CC=C(C=C1)C)C1=CC=C(C=C1)C 4-Ethoxy-2,6-di-p-tolyl-pyrimidine-5-carbonitrile